C(C)(C)(C)OC(=O)C1=CC(OC=C1)=O t-Butyl-2-oxopyran-4-carboxylate